C(CC)OC(NC1=NC2=C(N1)C=C(C=C2)CCCC)=O (6-butyl-1H-benzo[d]imidazol-2-yl)carbamic acid propyl ester